OC(CC1(CCC(CC1)CC)C(=O)O)CC1(CCC(CC1)CC)C(=O)O.C1(CC1)N1N=CC(=C1)[C@H]1CNCCO1 (S)-2-(1-cyclopropyl-1H-pyrazol-4-yl)morpholine 2-hydroxypropane-1,3-diylbis(4-ethylcyclohexane-1-carboxylate)